NC1=CC(=C2NC(CCCCC[C@](C3=NN=C(C1=N2)O3)(O)C(F)(F)F)(C([2H])([2H])[2H])C([2H])([2H])[2H])C(F)(F)F (6R)-17-amino-12,12-bis(trideuteriomethyl)-6,15-bis(trifluoromethyl)-19-oxa-3,4,13,18-tetrazatricyclo[12.3.1.12,5]nonadeca-1(18),2,4,14,16-pentaen-6-ol